ClC1=CC=C(C=C1)C=1C=C(C(N(N1)C1=CC(=CC=C1)F)=O)C(=O)NCCCO 6-(4-chlorophenyl)-2-(3-fluorophenyl)-N-(3-hydroxypropyl)-3-oxo-2,3-dihydropyridazine-4-carboxamide